C1=CC=C(C=2C3=CC=CC=C3C3(C12)C1=CC=CC=C1C=1C=CC=CC13)B(O)O 9,9'-spirobifluorene-4-boronic acid